(10R)-7-bromo-6-(2,6-dimethylphenyl)-10-methyl-2,2-dioxo-9-oxa-2λ6-thia-3,5,12,19-tetrazatricyclo[12.3.1.14,8]nonadeca-1(18),4(19),5,7,14,16-hexaen-13-one BrC=1C(=NC=2NS(C=3C=CC=C(C(NC[C@H](OC1N2)C)=O)C3)(=O)=O)C3=C(C=CC=C3C)C